S1CSC1 1,3-Dithiacyclobutane